S1C=C(C=C1)C1=NN2C(=NC=3C=CC=CC3C2=N1)N[C@@H](C(=O)N)CC (2R)-2-{[2-(thien-3-yl)[1,2,4]triazolo[1,5-c]quinazolin-5-yl]amino}butanamide